ClC=1C(=C(C(=CC1Cl)Cl)OC(C(=O)OC1=C(C(=C(C=C1Cl)Cl)Cl)C(=O)OCCC1=CC(=CC=C1)C)=O)C(=O)OCCC1=CC(=CC=C1)C bis(3,4,6-trichloro-2-{[2-(3-methylphenyl)ethoxy]carbonyl} phenyl)-Oxalat